cyano-1-phenyl-N-(5-phenylthiazol-2-yl)piperazine-2-carboxamide C(#N)C1(N(CCNC1)C1=CC=CC=C1)C(=O)NC=1SC(=CN1)C1=CC=CC=C1